Z-perfluorododecyl-trichlorosilane FC(C(C(C(C(C(C(C(C(C(C(C(F)(F)F)(F)F)(F)F)(F)F)(F)F)(F)F)(F)F)(F)F)(F)F)(F)F)(F)F)([Si](Cl)(Cl)Cl)F